N-(4-piperidinylmethyl)amine N1CCC(CC1)CN